C(#N)C(NC(=O)[C@@H]1[C@H]2C([C@H]2CN1C([C@H](CC1CC1)NC(C(F)(F)F)=O)=O)(C)C)C=1C=NC=C2C=CC=NC12 (1R,2S,5S)-N-[cyano(1,6-naphthyridin-8-yl)methyl]-3-[(2S)-3-cyclopropyl-2-[(2,2,2-trifluoroacetyl)amino]propanoyl]-6,6-dimethyl-3-azabicyclo[3.1.0]hexane-2-carboxamide